C(C)(C)(C)N1CCC(CC1)OC1=C(C=C(C=C1)N1[C@H](CCC1)C=1N=C(SC1)N)C#N tert-butyl-(R)-4-(4-(2-(2-aminothiazol-4-yl)pyrrolidin-1-yl)-2-cyanophenoxy)piperidine